2,6-dichloro-5-fluoro-N-((2-isopropyl-4-methyl-pyridine-3-yl)carbamoyl)nicotinic acid amide ClC1=C(C(=O)NC(NC=2C(=NC=CC2C)C(C)C)=O)C=C(C(=N1)Cl)F